FC(COC=1C=C(C=CC1N1C[C@@H]2COCCN2CC1)C1=NN(C2=CN=C(C=C21)C2=C(C=CC=C2F)O)COCC[Si](C)(C)C)(CI)F (R)-2-(3-(3-(2,2-difluoro-3-iodopropoxy)-4-(hexahydropyrazino[2,1-c][1,4]oxazin-8(1H)-yl)phenyl)-1-((2-(trimethylsilyl)ethoxy)methyl)-1H-pyrazolo[3,4-c]pyridin-5-yl)-3-fluorophenol